C1(=CC=CC=C1)C=1N=CC(=NC1C1=CC=CC=C1)N1CCC(CC1)CCOCC(=O)O 2-(2-(1-(5,6-diphenylpyrazin-2-yl)piperidin-4-yl)ethoxy)acetic acid